N,2-bis(4-chlorophenyl)-N,4-dimethyloxazole-5-carboxamide ClC1=CC=C(C=C1)N(C(=O)C1=C(N=C(O1)C1=CC=C(C=C1)Cl)C)C